tert-butyl (2-methyl-1-oxo-1-(((3-(thiazol-2-ylsulfanyl)pyridin-2-yl)methyl)amino)propan-2-yl)carbamate CC(C(NCC1=NC=CC=C1SC=1SC=CN1)=O)(C)NC(OC(C)(C)C)=O